butoxy-7-(4-(piperidin-4-ylmethyl)benzyl)imidazo[2,1-f][1,2,4]triazin-4-amine C(CCC)OC1=NN2C(C(=N1)N)=NC=C2CC2=CC=C(C=C2)CC2CCNCC2